C(C)(C)(C)OC(=O)N1CC2(C1)CCN(CC2)C2=CC=C(C=C2)B2OC(C(O2)(C)C)(C)C.[N+](=O)([O-])C2=CC=C(OP1(=NP(=NP(=N1)(OC1=CC=C(C=C1)[N+](=O)[O-])OC1=CC=C(C=C1)[N+](=O)[O-])(OC1=CC=C(C=C1)[N+](=O)[O-])OC1=CC=C(C=C1)[N+](=O)[O-])OC1=CC=C(C=C1)[N+](=O)[O-])C=C2 hexa(4-nitrophenoxy)cyclotriphosphazene tert-butyl-7-[4-(4,4,5,5-tetramethyl-1,3,2-dioxaborolan-2-yl)phenyl]-2,7-diazaspiro[3.5]nonane-2-carboxylate